2-(3-bromo-4-methoxy-phenyl)-5-hydroxy-2-methyl-trans-3-pentenoic acid BrC=1C=C(C=CC1OC)C(C(=O)O)(\C=C\CO)C